OCC(NCC(CS(=O)(=O)O)O)(CO)CO 3-(N-tris(hydroxymethyl)methylamino)-2-hydroxypropanesulfonic acid